N-(3,4-difluorophenyl)-2-methyl-2,7-diazaspiro[3.5]nonan-7-carbothioamide FC=1C=C(C=CC1F)NC(=S)N1CCC2(CN(C2)C)CC1